O[C@H]1[C@@H](O[C@@H]([C@@H]([C@@H]1N1N=NC(=C1)C1=CC(=C(C(=C1)F)F)F)O)CO)SC(C(=O)N(C)CC)C(C)C 2-(((2S,3R,4S,5R,6R)-3,5-Dihydroxy-6-(hydroxymethyl)-4-(4-(3,4,5-trifluorophenyl)-1H-1,2,3-triazol-1-yl)tetrahydro-2H-pyran-2-yl)thio)-N-ethyl-N,3-dimethylbutanamide